C1(=C(C=CC=C1)C1=C(C(=NN=N1)C1=CC=CC=2SC3=C(C21)C=CC=C3)C3=C(C=CC=C3)C3=CC=CC=2C1=CC=CC=C1NC32)C=3C(=CC=CC3)C3=CC=CC=C3 (terphenylyl)(carbazolylphenyl)(dibenzothiophenyl)triazine